C(C)(=O)N[C@@H]1C[C@@H](CCC1)C(=O)NC1=NC=C(C(=C1)C=1C=NN2C1CCCC2)Cl (1r,3s)-3-acetamido-N-(5-chloro-4-(4,5,6,7-tetrahydropyrazolo[1,5-a]pyridin-3-yl)pyridin-2-yl)cyclohexanecarboxamide